ClC1=CC=C(C=C1)C1=N[C@H](C=2N(C3=C1C(=C(S3)C)C)C(=NN2)C)CC(=O)NCC=2C=C3C(N(C(C3=CC2F)=O)C2C(NC(CC2)=O)=O)=O 2-((S)-4-(4-chlorophenyl)-2,3,9-trimethyl-6H-thieno[3,2-f][1,2,4]triazolo[4,3-a][1,4]diazepin-6-yl)-N-((2-(2,6-dioxopiperidin-3-yl)-6-fluoro-1,3-dioxoisoindolin-5-yl)methyl)acetamide